C1(=CC=CC=C1)N1CCC2=C1N=C(N=C2C2=CC=NC=C2)N2CCOCC2 4-(7-phenyl-4-(pyridin-4-yl)-6,7-dihydro-5H-pyrrolo[2,3-d]pyrimidin-2-yl)morpholine